OC(=O)C(F)(F)F.N[C@@H]1CC[C@H](OC1)C(=O)OC methyl (2S,5R)-5-aminotetrahydropyran-2-carboxylate TFA salt